2'-fluoro-N-(6-(2-hydroxypropan-2-yl)-5-(trifluoromethyl)pyridin-3-yl)-6',7'-dihydrospiro[cyclobutane-1,8'-cyclopenta[e]pyrazolo[1,5-a]pyrimidine]-6'-carboxamide FC1=NN2C(N=CC3=C2C2(CC3C(=O)NC=3C=NC(=C(C3)C(F)(F)F)C(C)(C)O)CCC2)=C1